CC1=NC(=CC(=N1)NC1=NN2C(C=C(C=C2)C=2N(N=CC2OC[C@@H]2N(CCC2)CC)C)=C1)C N-(2,6-dimethylpyrimidin-4-yl)-5-[4-[[(2R)-1-ethylpyrrolidin-2-yl]methoxy]-2-methyl-pyrazol-3-yl]pyrazolo[1,5-a]pyridin-2-amine